((4R,5R)-5-phenyl-2,2-diethyl-1,3-dioxolan-4-yl)methanol C1(=CC=CC=C1)[C@@H]1[C@H](OC(O1)(CC)CC)CO